C(#N)C[C@@H]1N(CCN(C1)C1=NC(=NC=2CC3(CCC12)CCCC1=CC=CC=C13)SC)C(=O)OC(C)(C)C tert-butyl (2S)-2-(cyanomethyl)-4-(2'-(methylthio)-3,4,5',8'-tetrahydro-2H,6'H-spiro[naphthalene-1,7'-quinazolin]-4'-yl)piperazine-1-carboxylate